cyanatobenzimidazole O(C#N)C=1NC2=C(N1)C=CC=C2